1-(6-bromo-1,3,4,5-tetrahydro-2H-benzo[c]azepin-2-yl)prop-2-en-1-one BrC1=CC=CC=2CN(CCCC21)C(C=C)=O